CN([C@H]1CN(CC1)CC=1C=C(C=C(C1)C(F)(F)F)NC(=O)C1=CSC=2CN(CCC21)CC=2C=NC=1N(C2)N=CC1)C (R)-N-(3-((3-(dimethylamino)pyrrolidin-1-yl)methyl)-5-(trifluoromethyl)phenyl)-6-(pyrazolo[1,5-a]pyrimidin-6-ylmethyl)-4,5,6,7-tetrahydrothieno[2,3-c]pyridine-3-carboxamide